ICCC1=CC(=CC=C1)I 2,3-diiodoethylbenzene